C(=O)([O-])CCS(=O)(=O)[NH-].[K+].[K+] potassium ((2-carboxylatoethyl)sulfonyl)amide